N1-(4-amino-1,3-dihydrofuro[3,4-c]pyridin-7-yl)-N2-(benzo[d]thiazol-5-ylmethyl)-N2-(1-(pyridin-4-yl)ethyl)oxalamide NC1=NC=C(C2=C1COC2)NC(C(=O)N(C(C)C2=CC=NC=C2)CC=2C=CC1=C(N=CS1)C2)=O